C(C1=CC=CC=C1)(C1=CC=CC=C1)(C1=CC=CC=C1)N1C=NC(=C1)C1=C(\C=C/2\C(C3(C2)CCOCC3)=O)C=CC=C1 (E)-2-(2-(1-trityl-1H-imidazol-4-yl)benzylidene)-7-oxaspiro[3.5]nonan-1-one